C(=C)C1=C(CC2(C3=CC=CC=C3C=3C=CC=CC23)CC2=C(C=CC=C2)C=C)C=CC=C1 9,9-bis-(2-vinylbenzyl)-9H-fluorene